CC(C#CC1=CC2=C(OC[C@@H](C(N2C)=O)NC(C2=NC=CC(=C2)OC2=CC=C(C=C2)F)=O)C=C1)(C)C (S)-N-(7-(3,3-Dimethylbut-1-yn-1-yl)-5-methyl-4-oxo-2,3,4,5-tetrahydrobenzo[b][1,4]oxazepin-3-yl)-4-(4-fluorophenoxy)picolinamid